C(C1=CC=CC=C1)OC(=O)N([C@H]([C@H](O[Si](C)(C)C(C)(C)C)C)C(=O)NC1=CC=C2C(=N1)C=NN2C(=O)OC(C)(C)C)C tert-Butyl 5-({N-[(benzyloxy)carbonyl]-O-[tert-butyl(dimethyl)silyl]-N-methyl-D-allo-threonyl}amino)-1H-pyrazolo[4,3-b]pyridine-1-carboxylate